7-(4-(trifluoromethyl)pyridin-2-yl)-2,7-diazaspiro[4.5]decan-8-one hydrochloride Cl.FC(C1=CC(=NC=C1)N1CC2(CCNC2)CCC1=O)(F)F